FC(OC1=CC=C(C=C1)C=1C=C2CCC3(C(C2=CC1)NC(O[C@@H]1CN2CCC1CC2)=O)CC3)(F)F (S)-quinuclidin-3-yl (6'-(4-(trifluoromethoxy)phenyl)-3',4'-dihydro-1'H-spiro[cyclopropane-1,2'-naphthalen]-1'-yl)carbamate